1-(2,2-difluoropropyl)-N-(6-(1-methyl-1H-1,2,3-triazol-4-yl)isoquinolin-3-yl)piperidine-4-carboxamide FC(CN1CCC(CC1)C(=O)NC=1N=CC2=CC=C(C=C2C1)C=1N=NN(C1)C)(C)F